NC1=C(C=2C(=NC=C(C2S1)F)C=1C2=C(C=3C=NC(=NC3C1F)N1[C@H]([C@H](CC1)N1CCN(CC1)C[C@H](C)O)C)COC2)C#N 2-Amino-7-fluoro-4-(5-fluoro-3-((2S,3S)-3-(4-((S)-2-hydroxypropyl)piperazin-1-yl)-2-methylpyrrolidin-1-yl)-7,9-dihydrofuro[3,4-f]quinazolin-6-yl)thieno[3,2-c]pyridine-3-carbonitrile